C(C)(C)(C)OC(=O)N[C@@H](CCCCN)C(=O)O ((tertbutoxy)carbonyl)-L-lysine